3,4-dideoxyglucuronate O=C[C@H](O)CC[C@H](O)C(=O)[O-]